2-((1-(3-ethoxy-5-fluorophenyl)-5-isobutyl-1H-pyrazol-3-yl)amino)-5-(thiophen-2-yl)nicotinic acid C(C)OC=1C=C(C=C(C1)F)N1N=C(C=C1CC(C)C)NC1=C(C(=O)O)C=C(C=N1)C=1SC=CC1